NC1=NC(=CC(=N1)N1CCC2(C[C@H](NC2)C(=O)O)CC1)O[C@@H](C(F)(F)F)C1=C(C=C(C=C1)Cl)C1=CC=CC=C1 (S)-8-(2-amino-6-((R)-1-(5-chloro-[1,1'-biphenyl]-2-yl)-2,2,2-trifluoroethoxy)pyrimidin-4-yl)-2,8-diazaspiro[4.5]decane-3-carboxylic acid